C1(CC1)C1=NC=CC(=C1)N 2-(cyclopropyl)pyridin-4-amine